C1(CC1)C1=CC(=NO1)C1=CC(=NC=C1)N(C(=O)C1CCC(CC1)N1CC(C1)O)CC12CCC(CC1)(CC2)C2=CC(=C(C=C2)OC)C 4-((4-(5-Cyclopropylisoxazol-3-yl)pyridin-2-yl)((4-(4-methoxy-3-methylphenyl)bicyclo[2.2.2]octan-1-yl)methyl)carbamoyl)cyclohexyl-3-hydroxyazetidine